CN(C/C=C/C(=O)N1CC2(C1)CN(C2)C(=O)C=2SC(=CC2)C)C (E)-4-(dimethylamino)-1-(6-(5-methylthiophene-2-carbonyl)-2,6-diazaspiro[3.3]heptan-2-yl)but-2-en-1-one